(3S)-3-(4-chlorophenyl)-N,3-dihydroxypropionyl-amide ClC1=CC=C(C=C1)[C@H](CC(=O)[N-]O)O